ClC1=CC(=C(OCC2=CC=CC(=N2)OC2CCN(CC2)CC2=NC3=C(N2C[C@H]2OCC2)C=C(C=C3)C(=O)O)C=C1)C#N 2-{[4-({6-[(4-chloro-2-cyanophenoxy)methyl]pyridin-2-yl}oxy)piperidin-1-yl]methyl}-1-{[(2S)-oxetan-2-yl]methyl}-1H-1,3-benzodiazole-6-carboxylic acid